FC(C1=C(C=NN1)CS(=O)(=O)C1=NOC(C1)(C)C)F 3-({[5-(difluoromethyl)-1H-pyrazol-4-yl]methyl}sulfonyl)-5,5-dimethyl-4,5-dihydro-1,2-oxazole